2-(1-(5-chloro-2-((6-methoxy-2-methyl-1,2,3,4-tetrahydroisoquinolin-7-yl)amino)pyrimidin-4-yl)-6-fluoro-1H-indol-3-yl)acetic acid ClC=1C(=NC(=NC1)NC1=C(C=C2CCN(CC2=C1)C)OC)N1C=C(C2=CC=C(C=C12)F)CC(=O)O